ClC1=CC(=NC=C1Cl)C(=O)N1C(CCC1)CCOC (4,5-dichloropyridin-2-yl)(2-(2-methoxyethyl)pyrrolidin-1-yl)methanone